CCCCCCCC/C=C\CCCCCCCC(=O)OC[C@H](COP(=O)(O)OC[C@H](CO)O)OC(=O)CCCCCCC/C=C\CCCC 1-(9Z-octadecenoyl)-2-(9Z-tetradecenoyl)-glycero-3-phospho-(1'-sn-glycerol)